C(C1=CC=CC=C1)(=O)C1CC(NC(C1)(C)C)(C)C 4-Benzoyl-2,2,6,6-tetramethylpiperidin